7-(2-Fluoro-6-methoxyphenyl)-4-((S)-4-(2-fluoroacryloyl)-2-methylpiperazin-1-yl)-1-(2-Isopropyl-4-methylpyridin-3-yl)-2-oxo-1,2-dihydropyrido[2,3-d]pyrimidine-6-carbonitrile FC1=C(C(=CC=C1)OC)C=1C(=CC2=C(N(C(N=C2N2[C@H](CN(CC2)C(C(=C)F)=O)C)=O)C=2C(=NC=CC2C)C(C)C)N1)C#N